6-chloro-4-{3,8-diazabicyclo[3.2.1]octan-3-yl}-8-fluoro-7-[3-fluoro-2-(trifluoromethyl)phenyl]-2-{[(2S)-1-methylpyrrolidin-2-yl]methoxy}quinazoline ClC=1C=C2C(=NC(=NC2=C(C1C1=C(C(=CC=C1)F)C(F)(F)F)F)OC[C@H]1N(CCC1)C)N1CC2CCC(C1)N2